CC=1C(=CC(=NC1)OCC(F)(F)F)CNC(=O)NCCC1(CC1)C(F)(F)F 1-((5-Methyl-2-(2,2,2-trifluoroethoxy)pyridin-4-yl)methyl)-3-(2-(1-(trifluoromethyl)cyclopropyl)ethyl)urea